COC=1C=C(C=C(C1OCC1=CC=C(C=C1)C(F)(F)F)OC)[C@H]1C2=CC3=C(OCO3)C=C2CC2=C1C(OC2)=O (5S)-5-[3,5-dimethoxy-4-(4-trifluoromethyl-benzyloxy)-phenyl]-5,9-dihydro-8H-furo[3',4':6,7]naphtho[2,3-d][1,3]dioxol-6-one